4-((5-methylpyrazin-2-yl)methyl)piperidin-4-ol CC=1N=CC(=NC1)CC1(CCNCC1)O